(3-(difluoromethyl)-4-fluoro-5-((R)-1-((2-methyl-6-((1S,4S)-5-methyl-2,5-Diazabicyclo[2.2.1]heptan-2-yl)pyrido[3,4-d]pyrimidin-4-yl)amino)ethyl)phenyl)carbamate FC(C=1C=C(C=C(C1F)[C@@H](C)NC=1C2=C(N=C(N1)C)C=NC(=C2)N2[C@@H]1CN([C@H](C2)C1)C)NC([O-])=O)F